C(C1=CC=CC=C1)OC1CCC(CC1)CCN 2-((1s,4s)-4-(benzyloxy)cyclohexyl)ethan-1-amine